ClC=1C=CN(C1)S(=O)(=O)C1=CC=CC=C1 4-chloro-1-(benzenesulfonyl)-1H-pyrrole